6-((4-Bromophenoxy)methyl)-5-methyl-2,8-dioxa-5-azaspiro[3.5]nonane BrC1=CC=C(OCC2N(C3(COC3)COC2)C)C=C1